C(C(=C)C)(=O)OCC1OC(C1)OC(F)(F)F 2-(methacryloyloxymethyl)-4-trifluoromethyloxy-oxetane